S1C=NC2=C1C=CC(=C2)C(C)N2CCN(CC2)C2=NC=C(C=N2)S(=NC(C(F)(F)F)=O)(=O)C N-((2-(4-(1-(benzo[d]thiazol-5-yl)ethyl)piperazin-1-yl)pyrimidin-5-yl)(methyl)(oxo)-λ6-sulfanylidene)-2,2,2-trifluoroacetamide